N-(4-(4-amino-5-(4-(spiro[2.3]hexan-5-yloxy)phenyl)pyrazolo[5,1-f][1,2,4]triazin-6-yl)phenyl)acrylamide NC1=NC=NN2C1=C(C(=N2)C2=CC=C(C=C2)NC(C=C)=O)C2=CC=C(C=C2)OC2CC1(CC1)C2